rac-2-((2S,3S)-3-Amino-5-methylenetetrahydro-2H-pyran-2-yl)-3-bromo-5-chloro-N-(thiophen-2-ylmethyl)thieno[3,2-b]pyridin-7-amine N[C@@H]1[C@H](OCC(C1)=C)C1=C(C2=NC(=CC(=C2S1)NCC=1SC=CC1)Cl)Br |r|